6-chloro-N2,N2-bis(4-methoxybenzyl)pyrimidine-2,4-diamine ClC1=CC(=NC(=N1)N(CC1=CC=C(C=C1)OC)CC1=CC=C(C=C1)OC)N